COC(C[C@H]1CC=C([C@H]1C(=O)O)C(=O)O)=O (1S,5R)-5-(2-methoxy-2-oxoethyl)cyclopent-2-ene-1,2-dicarboxylic acid